methyl 4-[5-[(3R)-3-amino-5-[(4-chlorophenyl)methyl]-8-fluoro-1,1,4-trioxo-2,3-dihydro-1lambda6,5-benzothiazepin-7-yl]-1,3,4-oxadiazol-2-yl]piperidine-1-carboxylate N[C@H]1CS(C2=C(N(C1=O)CC1=CC=C(C=C1)Cl)C=C(C(=C2)F)C2=NN=C(O2)C2CCN(CC2)C(=O)OC)(=O)=O